(S)-3-(6-(1-methyl-2,4-dioxo-1,4-dihydropyrido[3,4-d]pyrimidin-3(2H)-yl)pyridin-3-yl)-2-(2,3,6-trifluoro-4-(((R)-1,1,1-trifluorobutan-2-yl)amino)benzamido)propanoic acid CN1C(N(C(C2=C1C=NC=C2)=O)C2=CC=C(C=N2)C[C@@H](C(=O)O)NC(C2=C(C(=C(C=C2F)N[C@@H](C(F)(F)F)CC)F)F)=O)=O